BrC1=CC2=C(N=C(N=C2C23CC(C2)(C3)C(F)(F)F)[C@@H]3C[C@@H](OCC3)C=3C=CC(N(C3)C([2H])([2H])[2H])=O)N=C1C 5-((2R,4S)-4-(6-bromo-7-methyl-4-(3-(trifluoromethyl)bicyclo[1.1.1]pentan-1-yl)pyrido[2,3-d]pyrimidin-2-yl)tetrahydro-2H-pyran-2-yl)-1-(methyl-d3)pyridin-2(1H)-one